3-(4-(5-chloro-3-fluoro-pyridin-2-yl)-3,6-dioxo-1-(4-(trifluoromethyl)-benzyl)piperazin-2-yl)bicyclo[1.1.1]pentane-1-carboxamide ClC=1C=C(C(=NC1)N1C(C(N(C(C1)=O)CC1=CC=C(C=C1)C(F)(F)F)C12CC(C1)(C2)C(=O)N)=O)F